(5-iodo-thiophen-2-yl)-methanol IC1=CC=C(S1)CO